FC=1C=C(C=CC1)[C@@H]1[C@@H](C1)C(=O)O (1R,2S)-2-(3-fluorophenyl)cyclopropane-1-carboxylic acid